(2-amino-3-(3-((6-(phenylamino)pyridin-3-yl)methyl)isoxazol-5-yl)pyridin-1-ium-1-yl)methyl hydrogen phosphate P(=O)(OC[N+]1=C(C(=CC=C1)C1=CC(=NO1)CC=1C=NC(=CC1)NC1=CC=CC=C1)N)(O)[O-]